6-fluoro-1-(4-hydroxyphenyl)-4-oxoquinoline-3-carboxylic acid FC=1C=C2C(C(=CN(C2=CC1)C1=CC=C(C=C1)O)C(=O)O)=O